(1r,3r)-3-hydroxycyclobutane-1-carbonitrile OC1CC(C1)C#N